((1s,2s,5s)-6,6-dimethylbicyclo[3.1.1]hept-2-yl)formaldehyde CC1([C@H]2CC[C@@H]([C@@H]1C2)C=O)C